N-phenyl-N-(thiophen-2-ylmethyl)-2-(p-tolyloxy)acetamide C1(=CC=CC=C1)N(C(COC1=CC=C(C=C1)C)=O)CC=1SC=CC1